ClC1=CC=C(C=C1)C1(CC1)C(=O)NC1CNCCC(C1)C 1-(4-chlorophenyl)-N-(5-methylazepan-3-yl)cyclopropane-1-carboxamide